5-(3-((4-methoxybenzyl)oxy)quinolin-6-yl)-N-methyl-7-tolyl-7H-pyrrolo[2,3-d]pyrimidin-2-amine COC1=CC=C(COC=2C=NC3=CC=C(C=C3C2)C2=CN(C=3N=C(N=CC32)NC)C3=C(C=CC=C3)C)C=C1